((2S)-4-(5-methylthiophene-2-yl)piperidin-2-yl)benzoic acid methyl ester COC(C1=C(C=CC=C1)[C@H]1NCCC(C1)C=1SC(=CC1)C)=O